3-(5-(((1R,2S)-2-(sec-butylamino)cyclohexyl)methyl)-1-oxoisoindolin-2-yl)piperidine-2,6-dione C(C)(CC)N[C@@H]1[C@H](CCCC1)CC=1C=C2CN(C(C2=CC1)=O)C1C(NC(CC1)=O)=O